1-(2-cyclopropylthiazol-4-yl)ethanol C1(CC1)C=1SC=C(N1)C(C)O